O([C@H]1[C@H](O)[C@@H](O)[C@@H](O)[C@H](O1)CO)C1[C@H](O)[C@@H](O)[C@H](O)CO1 D-xylopyranosyl-(1→6) β-D-galactopyranoside